BrC=1N=C2N(C1)CCC2 2-bromo-5H,6H,7H-pyrrolo[1,2-a]imidazole